ClC1=C(C=CC(=C1NC=1C(=C2C(N(C=NC2=CC1)C)=O)C)F)NS(=O)(=O)N1C[C@@H](CC1)OC([2H])([2H])[2H] (R)-N-(2-chloro-3-((3,5-dimethyl-4-oxo-3,4-dihydroquinazolin-6-yl)amino)-4-fluorophenyl)-3-(methoxy-d3)pyrrolidine-1-sulfonamide